N=1NN=NC1CN1C(NC2=NC=C(C=C21)C2=CC(=CC=C2)C(F)(F)F)=O 1-(2H-tetrazol-5-ylmethyl)-6-[3-(trifluoromethyl)phenyl]-3H-imidazo[4,5-b]pyridin-2-one